3-(1-(3,4-dichlorophenyl)pyrrolidin-3-yl)-5-fluorobenzoic acid ClC=1C=C(C=CC1Cl)N1CC(CC1)C=1C=C(C(=O)O)C=C(C1)F